tert-butyl 2-(5-(2-((3s,5r)-3,5-dimethylmorpholine-4-carbonyl)-4-fluorophenoxy) pyrimidin-4-yl)-2,7-diazaspiro[3.5]nonane-7-carboxylate C[C@@H]1N([C@@H](COC1)C)C(=O)C1=C(OC=2C(=NC=NC2)N2CC3(C2)CCN(CC3)C(=O)OC(C)(C)C)C=CC(=C1)F